1-(3-(tert-butyl)-1-(p-tolyl)-1H-pyrazol-5-yl)-3-(4-(2-morpholinoethoxy)naphthalen-1-yl)urea C(C)(C)(C)C1=NN(C(=C1)NC(=O)NC1=CC=C(C2=CC=CC=C12)OCCN1CCOCC1)C1=CC=C(C=C1)C